FC=1C(=CC=2C3=C(NC(C2C1)=O)COC[C@H]3N(C(=O)C=3C=C1C(=NNC1=CC3)OC)C)F (S)-N-(8,9-difluoro-6-oxo-1,4,5,6-tetrahydro-2H-pyrano[3,4-c]isoquinolin-1-yl)-3-methoxy-N-methyl-1H-indazole-5-carboxamide